CC1=NC(=CC(=C1C=1C(N(C2=CC(=NC=C2C1)NC(=O)C1CC1)C)=O)C)C(CC)=O N-[3-(2,4-dimethyl-6-propanoylpyridin-3-yl)-1-methyl-2-oxo-1,6-naphthyridin-7-yl]cyclopropanecarboxamide